3-methyl-2-[2-(4-methyltetrahydropyran-4-yl)pyrazolo[3,4-b]pyrazin-6-yl]-5-(trifluoromethyl)phenol CC=1C(=C(C=C(C1)C(F)(F)F)O)C=1C=NC=2C(N1)=NN(C2)C2(CCOCC2)C